4-[3-(Pyridin-3-yl)-1,2,4-oxadiazol-5-yl]piperidine-1-carboxylic acid tert-butyl ester C(C)(C)(C)OC(=O)N1CCC(CC1)C1=NC(=NO1)C=1C=NC=CC1